P.[Ru] Ruthenium Phosphin